CC1(C(N(C(C1)=O)O)=O)CC 3-methyl-3-ethyl-1-hydroxypyrrolidine-2,5-dione